(1S,1'S,2R,2'R)-2,2'-(dodecane-1,12-diylbis(oxy))bis(2,3-dihydro-1H-inden-1-amine) C(CCCCCCCCCCCO[C@H]1[C@H](C2=CC=CC=C2C1)N)O[C@H]1[C@H](C2=CC=CC=C2C1)N